4-(4-((1R,5S)-3-(2-hydroxy-3-morpholinopropyl)-3,8-diazabicyclo[3.2.1]octan-8-yl)-2-(((S)-1-methylpyrrolidin-2-yl)methoxy)quinazolin-7-yl)naphthalen-2-ol OC(CN1C[C@H]2CC[C@@H](C1)N2C2=NC(=NC1=CC(=CC=C21)C2=CC(=CC1=CC=CC=C21)O)OC[C@H]2N(CCC2)C)CN2CCOCC2